CNCCCONC1CCCCC1 [3-(methylamino)propoxy]Cyclohexylamine